The molecule is a dipeptide obtained by formal condensation of the carboxy group of N-acetyl-L-methionine with the amino group of L-phenylalanine. It is an acetamide and a dipeptide. CC(=O)N[C@@H](CCSC)C(=O)N[C@@H](CC1=CC=CC=C1)C(=O)O